1-(4-(1H-imidazol-1-yl)butyl)-3-(3-(((3-(1-(3-(tert-butoxy)propyl)-1H-imidazol-3-ium-3-yl)propoxy)carbonyl)oxy)propyl)-1H-imidazol-3-ium bromide [Br-].N1(C=NC=C1)CCCCN1C=[N+](C=C1)CCCOC(=O)OCCC[N+]1=CN(C=C1)CCCOC(C)(C)C.[Br-]